1-(5-Chloro-1-(pyridazin-4-yl)-1H-pyrazol-4-yl)-3-(3,4,5-trifluorobenzyl)pyrrolidin-2-one ClC1=C(C=NN1C1=CN=NC=C1)N1C(C(CC1)CC1=CC(=C(C(=C1)F)F)F)=O